C(C)(C)(C)OC(=O)N1CC2=C(CC1)N(C=N2)C 1-methyl-6,7-dihydro-1H-imidazo[4,5-c]Pyridine-5(4H)-carboxylic acid tert-butyl ester